(isoxazol-4-yl)-1-methyl-2-(methyl(piperidin-4-yl)amino)-6-oxo-1,6-dihydropyrimidine-4-carboxamide O1N=CC(=C1)C1=C(N=C(N(C1=O)C)N(C1CCNCC1)C)C(=O)N